FC(OC1=C(C=C(C=C1)C=1OC(=C(N1)C(=O)O)C)C=1C=NC=CC1)F 2-(4-(difluoromethoxy)-3-(pyridin-3-yl)phenyl)-5-methyloxazole-4-carboxylic acid